C1=NC(=CC2=CC=CC=C12)N[C@H]1CN(CC1)C(=O)C1=CC=C(C=C1)NC(C=C)=O (R)-N-(4-(3-(isoquinolin-3-ylamino)pyrrolidine-1-carbonyl)phenyl)acrylamide